(S)-ethyl 3-((4-((2-amino-4-(1-hydroxyhexan-3-ylamino)-6-methylpyrimidin-5-yl)methyl)-3-methoxybenzyl)(2,2-difluoroethyl)amino)propanoate NC1=NC(=C(C(=N1)N[C@H](CCO)CCC)CC1=C(C=C(CN(CCC(=O)OCC)CC(F)F)C=C1)OC)C